ethyl 2-(2-((5-(3-(aminomethyl)phenyl)benzo[1,2-b:3,4-b']difuran-3-yl)methoxy)-4-methylphenyl)acetate NCC=1C=C(C=CC1)C1=CC2=C(OC=C2COC2=C(C=CC(=C2)C)CC(=O)OCC)C2=C1OC=C2